N[C@H](C(=O)OC[C@@H]1N([C@H](C2=CC=CC(=C2C1)C(C)(C)O)C)C(CC1=C2C(=NN(C2=CC=C1Cl)C)Cl)=O)CC(C)C [(1S,3R)-2-[2-(3,5-dichloro-1-methyl-indazol-4-yl)acetyl]-5-(1-hydroxy-1-methylethyl)-1-methyl-3,4-dihydro-1H-isoquinolin-3-yl]methyl (2S)-2-amino-4-methyl-pentanoate